tert-butyl ((3s,4s)-1-(5-(3-cyano-6-ethoxypyrazolo[1,5-a]pyridin-4-yl)pyrazin-2-yl)-3-hydroxypiperidin-4-yl)carbamate C(#N)C=1C=NN2C1C(=CC(=C2)OCC)C=2N=CC(=NC2)N2C[C@@H]([C@H](CC2)NC(OC(C)(C)C)=O)O